P(=O)#SC[C@H](N)C(=O)O S-phosphorylcysteine